(E)-2-benzylideneheptanenitrile C(/C1=CC=CC=C1)=C(\C#N)/CCCCC